(S)-N-(6-chloro-4-(1-methoxyethyl)-1,5-naphthyridin-3-yl)-N'-(5-chloro-6-(1-methyl-1H-1,2,4-triazol-3-yl)pyridin-3-yl)urea ClC=1N=C2C(=C(C=NC2=CC1)NC(=O)NC=1C=NC(=C(C1)Cl)C1=NN(C=N1)C)[C@H](C)OC